C(C)(C)(C)C1=CC2=C(OP(OC3=C2C=C(C=C3C(C)(C)C)C(C)(C)C)OCCN(CCOP3OC2=C(C4=C(O3)C(=CC(=C4)C(C)(C)C)C(C)(C)C)C=C(C=C2C(C)(C)C)C(C)(C)C)CCOP2OC4=C(C3=C(O2)C(=CC(=C3)C(C)(C)C)C(C)(C)C)C=C(C=C4C(C)(C)C)C(C)(C)C)C(=C1)C(C)(C)C tris[2-[[2,4,8,10-tetra-tert-butyldibenzo[d,f][1,3,2]dioxaphosphepin-6-yl]oxy]ethyl]amine